CC1=C(C=CC=C1)C1=C(C=C(C(=C1)C)C1=C(C=CC=C1)C)C 2,2',2'',5'-Tetramethyl-1,1':4',1''-terphenyl